CN(C(OC(C)(C)C)=O)CCCCC1=NC2=CC=CC=C2C(N1CC(C)(C)C)=O tert-butyl methyl(4-(3-neopentyl-4-oxo-3,4-dihydroquinazolin-2-yl)butyl)carbamate